FC=1C=C(C=C(C1OC1=C2C(=NC=C1)N(C=C2C2(COC2)O)COCC[Si](C)(C)C)F)NC(=O)NCC2(COC2)F N-(3,5-difluoro-4-{[3-(3-hydroxyoxetan-3-yl)-1-{[2-(trimethylsilyl)ethoxy]methyl}-1H-pyrrolo[2,3-b]pyridin-4-yl]oxy}phenyl)-N'-[(3-fluorooxetan-3-yl)methyl]urea